(S)-3-(1'-((3-(4-chlorophenyl)isothiazol-5-yl)methyl)-6-oxo-6,8-dihydro-2H,7H-spiro[furo[2,3-e]isoindole-3,4'-piperidin]-7-yl)piperidine-2,6-dione ClC1=CC=C(C=C1)C1=NSC(=C1)CN1CCC2(CC1)COC1=C3CN(C(C3=CC=C12)=O)[C@@H]1C(NC(CC1)=O)=O